C(C)C1=C(C=CC=C1)NC(CC1=CC=CC=C1)=O N-(2-ethylphenyl)-phenylacetamide